ON(C(OC(C)(C)C)=O)C tert-butyl N-hydroxy-N-methyl-carbamate